C(C)(C)(C)C(C(=O)OCCCCC)C(C(=O)OCCCCC)C(C)(C)C dipentyl 2,3-di-tert-butylsuccinate